FC(CCN1C[C@@H]([C@H](CC1)NC(=O)C1=CC(=CC=2N(C=NC21)CC(F)(F)F)C#CCNC2=C(C=C(C=C2)S(=O)(=O)C)OC)C)(C)C N-[(3S,4S)-1-(3-fluoro-3-methyl-butyl)-3-methyl-4-piperidyl]-6-[3-(2-methoxy-4-methylsulfonyl-anilino)prop-1-ynyl]-1-(2,2,2-trifluoroethyl)benzimidazole-4-carboxamide